C(C)(C)(C)[Si](C)(C)OC1=CC2=C(C=CC=C2C=C1)N=C=O t-butyl-((8-isocyanatonaphthalen-2-yl)oxy)dimethylsilane